FC1=C(C=CC(=C1)C(C1=CC=CC=C1)=O)SC1=CC=C(C=C1)[S+](C1=C(C=CC=C1)F)C1=C(C=CC=C1)F 4-(2-fluoro-4-benzoylphenylthio)phenyldi(fluorophenyl)sulfonium